C(C)(=O)NC[C@@H](C)C1=CC=C(C=C1)NC1=NC=NC2=CC(=C(C=C12)OCCCN(CCCC)CCCC)OC (S)-4-[4-(2-acetamido-1-methylethyl)phenylamino]-7-methoxy-6-(3-(dibutylamino)propoxy)quinazoline